COC1=CC=2N(C=C1)N=CC2 5-methoxypyrazolo[1,5-a]pyridine